[O-]O.C(C)(C)C1=C(C=CC=C1)C(C)C diisopropyl-Benzene mono-hydroperoxide